(1S,3S,5S)-N-((S*)-1-(4-carbamimidoylthiophen-2-yl)ethyl)-5-methyl-2-((4-phenoxy-benzoyl)glycyl)-2-azabicyclo[3.1.0]hexane-3-carboxamide C(N)(=N)C=1C=C(SC1)[C@H](C)NC(=O)[C@H]1N([C@H]2C[C@]2(C1)C)C(CNC(C1=CC=C(C=C1)OC1=CC=CC=C1)=O)=O |o1:8|